2-[2-[4-fluoro-2-(hydroxymethyl)phenoxy]-4-methyl-5-(trifluoromethyl)-3-pyridinyl]-4-oxo-1H-1,6-naphthyridine-5-carboxamide FC1=CC(=C(OC2=NC=C(C(=C2C=2NC=3C=CN=C(C3C(C2)=O)C(=O)N)C)C(F)(F)F)C=C1)CO